2-(3-(3,3-difluoro-1-((4-methyl-4H-1,2,4-triazol-3-yl)methyl)cyclobutyl)phenyl)-6-((((2,2-dimethyl-1,3-dioxolan-4-yl)methyl)amino)methyl)-4-(trifluoromethyl)isoindolin-1-one formate C(=O)O.FC1(CC(C1)(CC1=NN=CN1C)C=1C=C(C=CC1)N1C(C2=CC(=CC(=C2C1)C(F)(F)F)CNCC1OC(OC1)(C)C)=O)F